4,5-dihydro-3H-pyrrolo[2,3-c]quinoline C1=CNC=2CNC=3C=CC=CC3C21